C(=O)(O)C1=CC=C(C(=O)C=2C(=NC3=CC=CC=C3C2)C=O)C=C1 3-(4-carboxybenzoyl)quinoline-2-carbaldehyde